FC1=C(C=CC=C1)N1C(C2=CC(=CC=C2C1)CC=1C=NC(=CC1)C=1C=NN(C1)C)=O 2-(2-fluorophenyl)-6-((6-(1-methyl-1H-pyrazol-4-yl)pyridin-3-yl)methyl)isoindolin-1-one